NCCN(CCN)CCN N1,N1-bis(2-aminoethyl)-1,2-ethanediamine